C(O)(O)=O.C=CC=CC pentadiene carbonate